C1(CC1)C1=CC(=NN1)C1=CN=C2N1N=C(C=C2)NC21CCC(CC2)(CC1)C(C)(C)O 2-(4-((3-(5-cyclopropyl-1H-pyrazol-3-yl)imidazo[1,2-b]pyridazin-6-yl)amino)bicyclo[2.2.2]octan-1-yl)propan-2-ol